5-(1-(3,3-difluoropropyl)-1H-benzo[d][1,2,3]triazol-6-yl)-N-((3R,4R)-3-fluoro-1-(oxetan-3-yl)piperidin-4-yl)-4-methoxypyrrolo[2,1-f][1,2,4]triazin-2-amine FC(CCN1N=NC2=C1C=C(C=C2)C=2C=CN1N=C(N=C(C12)OC)N[C@H]1[C@@H](CN(CC1)C1COC1)F)F